(1r,4r)-N1-(2,2,2-trifluoroethyl)cyclohexane-1,4-diamine FC(CNC1CCC(CC1)N)(F)F